tert-Butyl (1R,S)-6-(2-bromoacetyl)-3-azabicyclo[3.1.0]hexane-3-carboxylate BrCC(=O)C1[C@H]2CN(C[C@@H]12)C(=O)OC(C)(C)C